COC([C@@H](C)N)=O (R)-2-Amino-propionic acid methyl ester